C1N(CC12CCC2)CC2=CC=C(C=C2)C=2C=NC(=C(C(=O)NC1CCC(CC1)O)C2)N 5-(4-(2-azaspiro[3.3]hept-2-ylmethyl)phenyl)-2-amino-N-(4-hydroxycyclohexyl)nicotinamide